6,6'-[[3,3',5,5'-tetrakis(1,1-dimethylethyl)-[1,1'-biphenyl]-2,2'-diyl]bis(oxy)]bis-dibenzo[d,f][1,3,2]-dioxaphosphepine CC(C)(C)C=1C(=C(C=C(C1)C(C)(C)C)C1=C(C(=CC(=C1)C(C)(C)C)C(C)(C)C)OP1OC2=C(C3=C(O1)C=CC=C3)C=CC=C2)OP2OC3=C(C1=C(O2)C=CC=C1)C=CC=C3